(2S,4R)-4-(2-((1R,3R)-1-(isobutyryloxy)-4-methyl-3-(methylamino)pentyl)thiazole-4-carboxamido)-2-methyl-5-phenylpentanoic acid allyl ester C(C=C)OC([C@H](C[C@H](CC1=CC=CC=C1)NC(=O)C=1N=C(SC1)[C@@H](C[C@H](C(C)C)NC)OC(C(C)C)=O)C)=O